6-chloro-N-((S)-1-(((S)-1-cyano-2-((R)-5,5-dimethyl-2-oxopyrrolidin-3-yl)ethyl)amino)-4,4-dimethyl-1-oxopentan-2-yl)-4-methoxy-1H-indole-2-carboxamide ClC1=CC(=C2C=C(NC2=C1)C(=O)N[C@H](C(=O)N[C@@H](C[C@H]1C(NC(C1)(C)C)=O)C#N)CC(C)(C)C)OC